[Si](C)(C)(C(C)(C)C)OCCCCC=1C(=NC2=CC(=CC=C2C1)C1=NNC=C1)N [4-[(tert-Butyldimethylsilyl)oxy]butyl]-7-(1H-pyrazol-3-yl)quinolin-2-amine